C(C)(C)(C)OC(=O)N1[C@@H](COCC1)CC(=O)NC=1N=CC2=C(C=C(C=C2C1)C=1C=NC=CC1C)NC(=O)OC(C)(C)C |r| (±)-3-(2-(8-(tert-Butoxycarbonylamino)-6-(4-methylpyridin-3-yl)isoquinolin-3-ylamino)-2-oxoethyl)morpholine-4-carboxylic acid tert-butyl ester